4-(2-(3-((1-(2,2-difluoroethyl)-1H-pyrazol-4-yl)oxy)azetidin-1-yl)-7-methyl-8-oxo-6-(trifluoromethyl)-7,8-dihydropyrimido[5,4-d]pyrimidin-4-yl)-3-fluorobenzonitrile FC(CN1N=CC(=C1)OC1CN(C1)C=1N=C(C2=C(N1)C(N(C(=N2)C(F)(F)F)C)=O)C2=C(C=C(C#N)C=C2)F)F